ethyl (7-chloro-4-oxo-1-(p-tolyl)-1,4-dihydroquinazolin-3(2H)-yl)carbamate ClC1=CC=C2C(N(CN(C2=C1)C1=CC=C(C=C1)C)NC(OCC)=O)=O